(1-piperidinyl)pyrazolo[1,5-a]pyrimidine-3-carboxylic acid N1(CCCCC1)C1=NN2C(N=CC=C2)=C1C(=O)O